potassium nitrogen triacetate C(C)(=O)[O-].C(C)(=O)[O-].C(C)(=O)[O-].[N+3].[K+]